N-(4-(tert-butyl)phenyl)-5-(2-chloro-5-(isobutyrylaminomethyl)benzoylamino)-1-(3-methoxypropyl)-1H-indole-2-carboxamide C(C)(C)(C)C1=CC=C(C=C1)NC(=O)C=1N(C2=CC=C(C=C2C1)NC(C1=C(C=CC(=C1)CNC(C(C)C)=O)Cl)=O)CCCOC